NC1=CC=CC(=N1)S(=O)(=O)NC(C1=C(C(=C(C=C1)C1=CC(=CC(=C1)OCC(C)C)F)F)N1C(C[C@@H](C1)C)(C)C)=O N-[(6-Amino-2-pyridyl)sulfonyl]-3-fluoro-4-(3-fluoro-5-isobutoxyphenyl)-2-[(4S)-2,2,4-trimethylpyrrolidin-1-yl]benzamid